BrC1=CC=2C(C3=CC(=CC=C3N(C2C=C1)CCCBr)Br)(C)C 2,7-dibromo-9,9-dimethyl-10-bromopropylacridine